Cl.ClC1=CC=2C(C=C(OC2C2=C1N=C(N2CC)C(F)(F)F)C2CCNCC2)=O 4-chloro-1-ethyl-8-(piperidin-4-yl)-2-(trifluoromethyl)chromeno[7,8-d]imidazol-6(1H)-one hydrochloride